N1(CCOCC1)C=1C=C(C(=O)O)C=CC1 3-(morpholin-4-yl)benzoic acid